ClC1=CC=C(C(=N1)C(=O)OC)N[C@H](C)C=1C=C(C=C2C(N3C(=NC12)C(CCC3)(C)C)=O)C methyl 6-chloro-3-{[(1R)-1-{2,6,6-trimethyl-11-oxo-6H,7H,8H,9H,11H-pyrido[2,1-b]quinazolin-4-yl}ethyl]amino}pyridine-2-carboxylate